C(#N)C=1C2=C(SC1NC(OC(C)(C)C)=O)C(=CC=C2B2OCC(CO2)(C)C)F tert-Butyl (3-cyano-4-(5,5-dimethyl-1,3,2-dioxaborinan-2-yl)-7-fluorobenzo[b]thiophen-2-yl)carbamate